N1=C(C=CC=C1)C=1NC(=C(C1CC(=O)O)C)C1=NC=CC=C1 2,5-dipyridyl-3-carboxymethyl-4-methylpyrrole